C(C)(C)(C)C=1C=C2CCC=3C=CC(=C(C1)C32)C(=O)C3CC3 4-t-butyl-6-cyclopropanecarbonylacenaphthene